CC1(CN(C1)C1=C(C(=NC=2N1N=CN2)C)CC2=CC=C(C=C2)[SH2](=O)C=N)C (4-{[7-(3,3-dimethylazetidin-1-yl)-5-methyl-[1,2,4]triazolo[1,5-a]pyrimidin-6-yl]methyl}phenyl)(imino)methyl-λ6-sulfanone